FC(S(=O)(=O)Cl)F difluoromethyl-sulfonyl chloride